N-(4,4'-Difluoro-2'-(4-methyl-4H-1,2,4-triazol-3-yl)-[1,1'-biphenyl]-3-yl)-5-((isobutylamino)methyl)-2-oxo-1-(2,2,2-trifluoroethyl)-1,2-dihydropyridine-3-carboxamide FC1=C(C=C(C=C1)C1=C(C=C(C=C1)F)C1=NN=CN1C)NC(=O)C=1C(N(C=C(C1)CNCC(C)C)CC(F)(F)F)=O